C(O[C@@H]1[C@H](O[C@H]([C@@H]1F)N1C(NC(C=C1)=O)=O)COC(C1=CC=CC=C1)(C1=CC=C(C=C1)OC)C1=CC=C(C=C1)OC)(OC1=CC=CC=C1)=S O-((2R,3R,4R,5R)-2-((bis(4-methoxyphenyl)(phenyl)methoxy)methyl)-5-(2,4-dioxo-3,4-dihydro pyrimidin-1(2H)-yl)-4-fluorotetrahydrofuran-3-yl) O-phenyl carbonothioate